bis(2-hydroxy-3,5-di-tert-amylphenyl)benzotriazole OC1=C(C=C(C=C1C(C)(C)CC)C(C)(C)CC)C1=C(C2=C(NN=N2)C=C1)C1=C(C(=CC(=C1)C(C)(C)CC)C(C)(C)CC)O